C(CC)N(CCO)C1=NC=C(C=N1)B1OC(C(O1)(C)C)(C)C 2-(propyl-(5-(4,4,5,5-tetramethyl-1,3,2-dioxaborolan-2-yl)pyrimidin-2-yl)amino)ethan-1-ol